CC(CCCCCCCCCCCCC)C1=NOC(N1)=O 3-(pentadecan-2-yl)-1,2,4-oxadiazol-5(4H)-one